(S)-4-(2-(4-Ethylthiazol-2-yl)-2-(2-(3-hydroxyphenyl)acetamido)ethyl)phenyl-sulfamic acid C(C)C=1N=C(SC1)[C@H](CC1=CC=C(C=C1)NS(O)(=O)=O)NC(CC1=CC(=CC=C1)O)=O